C(C)(C)(C)N(C(O)=O)C(C)(C)C1=CC=C(C=C1)N.CS(=O)(=O)OCCCN1CCOCC1 4-(3-((methylsulfonyl)oxy)propyl)morpholine tert-butyl-(2-(4-aminophenyl)propan-2-yl)carbamate